dioctyl malate C(C(O)CC(=O)OCCCCCCCC)(=O)OCCCCCCCC